FC1(CC1)C(=O)N[C@H](C(=O)N1[C@@H](C[C@H](C1)O)C(=O)N[C@H](CC(=O)O)C1=CC=C(C=C1)C1=C(N=CS1)C)C(C)(C)C (R)-3-((2S,4R)-1-((S)-2-(1-fluorocyclopropanecarboxamido)-3,3-dimethylbutanoyl)-4-hydroxypyrrolidine-2-carboxamido)-3-(4-(4-methylthiazol-5-yl)phenyl)propanoic acid